C12N(CC(CC1)C2)C2=C(N=CC=1N2N=C(N1)NC1CCN(CC1)S(=O)(=O)C)C=1C=NNC1 5-(2-Azabicyclo[2.2.1]heptan-2-yl)-N-(1-(methylsulfonyl)piperidin-4-yl)-6-(1H-pyrazol-4-yl)-[1,2,4]triazolo[1,5-a]pyrazin-2-amine